tert-butyl (4-(2-(benzo[d]thiazol-6-yl)-3,6-dioxo-2,3,5,6-tetrahydropyrido[3,2-c]pyridazin-4-yl)phenyl)carbamate S1C=NC2=C1C=C(C=C2)N2N=C1C(=C(C2=O)C2=CC=C(C=C2)NC(OC(C)(C)C)=O)NC(C=C1)=O